C(C)C(COC(CCCCCCC=CC(CCCCCCCC)COC(CCCCCCCCCCCCCCCCC)=O)=O)CCCC 10-((stearoyloxy)methyl)octadec-8-enoic acid (2'-ethylhexyl) ester